cis-N-(3-Hydroxycyclopentyl)-6-(6-(3-methoxy-2-methylphenyl)-1-oxophthalazin-2(1H)-yl)nicotinamide O[C@H]1C[C@H](CC1)NC(C1=CN=C(C=C1)N1C(C2=CC=C(C=C2C=N1)C1=C(C(=CC=C1)OC)C)=O)=O